C1(CC1)C1=NC=C(C=N1)C=1C=C2C(=NC1)NC=C2C(=O)C=2C(=C(C=CC2F)NS(=O)(=O)N2C[C@@H](CC2)F)F (R)-N-(3-(5-(2-cyclopropylpyrimidin-5-yl)-1H-pyrrolo[2,3-b]pyridine-3-carbonyl)-2,4-difluorophenyl)-3-fluoropyrrolidine-1-sulfonamide